C(CCCCCCC\C=C/C[C@H](O)CCCCCC)(=O)O.C(C(C)O)O propylene glycol monoricinoleate